C(#N)C1=C(N(C=2NCCCC21)CC2=CC(=CC=C2)C(F)(F)F)C(=O)NC=2C(=C(C(=O)O)C=CC2)CC 3-cyano-1-(3-(trifluoromethyl)benzyl)-4,5,6,7-tetrahydro-1H-pyrrolo[2,3-b]pyridine-2-carboxamido(ethyl)benzoic acid